[Na+].[Na+].[Na+].[Na+].S(=O)(=O)([O-])C=1C=C(NC2=NC(=NC(=N2)N(CCO)CCO)NC=2C=C(C(=CC2)C=CC=2C(=CC(=CC2)NC2=NC(=NC(=N2)NC2=CC(=CC=C2)S(=O)(=O)[O-])N(CCO)CCO)S(=O)(=O)[O-])S(=O)(=O)[O-])C=CC1 4,4'-bis[4-(3-sulfoanilino)-6-[bis(2-hydroxyethyl)amino]-1,3,5-triazin-2-yl]aminostilbene-2,2'-disulfonic acid tetrasodium salt